C(C)(C)(C)OC(=O)N1C(CCC1)OC1=CC=C(C=C1)Br (4-bromophenoxy)pyrrolidine-1-carboxylic acid tert-butyl ester